CC1N(CC=C(C1)C=1C2=C(N=CN1)NC=C2C)C(=O)OC(C)(C)C tert-Butyl 2-methyl-4-(5-methyl-7H-pyrrolo[2,3-d]pyrimidin-4-yl)-3,6-dihydropyridine-1(2H)-carboxylate